C(C1=CC=CC=C1)(=O)C1=C(C=C(C=C1)[C@H](C)NC1=NC=CC2=C1CN(C2=O)CC)F (S)-4-((1-(4-benzoyl-3-fluorophenyl)ethyl)amino)-2-ethyl-2,3-dihydro-1H-pyrrolo[3,4-c]pyridin-1-one